3-((6-(4-hydroxypiperidin-1-yl)imidazo[1,2-b]pyridazin-3-yl)ethynyl)-2-methyl-N-(3-(4-methyl-1H-imidazol-1-yl)-5-(trifluoromethyl)phenyl)benzamide OC1CCN(CC1)C=1C=CC=2N(N1)C(=CN2)C#CC=2C(=C(C(=O)NC1=CC(=CC(=C1)C(F)(F)F)N1C=NC(=C1)C)C=CC2)C